N-[[6-(Cyclobutoxy)-2-pyridyl]sulfonyl]-2-(2,2,4-trimethylpyrrolidin-1-yl)pyridin-3-carboxamid C1(CCC1)OC1=CC=CC(=N1)S(=O)(=O)NC(=O)C=1C(=NC=CC1)N1C(CC(C1)C)(C)C